BrC1=CC=C(CC2CN(CC(C2=O)CC2=CC=C(C=C2)Br)C)C=C1 3,5-Bis(4-bromobenzyl)-1-methylpiperidin-4-one